(2R,3S,4R,5R)-5-(6-amino-2-chloro-9H-purin-9-yl)-2-ethyl-2-(hydroxymethyl)tetrahydrofuran-3,4-diol NC1=C2N=CN(C2=NC(=N1)Cl)[C@H]1[C@@H]([C@@H]([C@](O1)(CO)CC)O)O